NC=1C(=CC(=C(C1)N1CCN(CC1)C(=O)OC(C)(C)C)F)[N+](=O)[O-] tert-butyl 4-(5-amino-2-fluoro-4-nitrophenyl)piperazine-1-carboxylate